C(CCC)N1C([C@H](NC(C12CCN(CC2)CC2=CC=C(C=C2)OC2=C(C=C(C=C2)C(=O)N2CCCC2)OC)=O)[C@@H](C2CCOCC2)O)=O (3R)-1-butyl-2,5-dioxo-3-((1R)-1-hydroxy-1-(tetrahydropyran-4-yl)methyl)-9-(4-(4-(pyrrolidin-1-yl)carbonyl-2-methoxyphenoxy)phenylmethyl)-1,4,9-triazaspiro[5.5]undecane